BrC=1C(=C2C(=NC1)NC(=N2)C2=CC=C(C=C2)N2CCN(CC2)CC=2N(C=CN2)C)NC2CCN(CC2)C 6-Bromo-2-(4-{4-[(1-methyl-1H-imidazol-2-yl)methyl]piperazin-1-yl}phenyl)-N-(1-methylpiperidin-4-yl)-3H-imidazo[4,5-b]pyridin-7-amine